FC1=CC=C(C=C1)C=1C2=C(C(N(C1)C)=O)N(C=C2)CC 4-(4-Fluorophenyl)-1-ethyl-6-methyl-1,6-dihydro-7H-pyrrolo[2,3-c]pyridin-7-one